C1(CC1)C=1C=NC(=C(C(=O)O)C1)NC1=CC=CC2=C(C=CC=C12)C1=CC=CC=C1 5-cyclopropyl-2-((5-phenylnaphthalen-1-yl)amino)nicotinic acid